NC=1N=C(C(=NC1)C#N)[C@H](C)CC |o1:9| (R or S)-5-Amino-3-(sec-butyl)pyrazine-2-carbonitrile